4-(3-(2-fluoro-4-methoxy-5-((2-methoxy-5-(trifluoromethyl)benzyl)oxy)phenyl)ureido)thiophene-2,3-dicarboxylic acid dimethyl ester COC(=O)C=1SC=C(C1C(=O)OC)NC(=O)NC1=C(C=C(C(=C1)OCC1=C(C=CC(=C1)C(F)(F)F)OC)OC)F